C(#N)C=1C=NN2C1C(=CC(=C2)C=2C=NN(C2C)C2CCN(CC2)C(=O)OC(C)(C)C)OC(C(F)(F)F)C2CCOCC2 tert-butyl 4-(4-[3-cyano-4-[2,2,2-trifluoro-1-(oxan-4-yl)ethoxy]pyrazolo[1,5-a]pyridin-6-yl]-5-methylpyrazol-1-yl)piperidine-1-carboxylate